2-(4,7-dichloro-6-(3-fluoro-4-formylphenyl)-2H-indazol-2-yl)-2-((R)-6-fluoro-6,7-dihydro-5H-pyrrolo[1,2-c]imidazol-1-yl)acetic acid ethyl ester C(C)OC(C(C1=C2N(C=N1)C[C@@H](C2)F)N2N=C1C(=C(C=C(C1=C2)Cl)C2=CC(=C(C=C2)C=O)F)Cl)=O